2-[Cyclopropylmethyl-(methyl)amino]-N-(8-methoxy-4-methyl-2-oxo-1H-quinolin-6-yl)-5,7-dihydrofuro[3,4-b]pyridine-3-carboxamide C1(CC1)CN(C1=C(C=C2C(=N1)COC2)C(=O)NC=2C=C1C(=CC(NC1=C(C2)OC)=O)C)C